C(CCCCCCCCCCCCCCCCCCCCCCCCCCCCC)(=O)OCCCCCCCCCCCC lauryl melissate